1-cyclohexyl-N6-(2,4-difluorobenzyl)-N4-(5-methyl-1H-pyrazol-3-yl)-1H-pyrazolo[3,4-d]Pyrimidine-4,6-diamine C1(CCCCC1)N1N=CC=2C1=NC(=NC2NC2=NNC(=C2)C)NCC2=C(C=C(C=C2)F)F